CC=1C(=C2C=NNC2=CC1)C=1C=CC2=C(C=C(O2)C2CN(C2)C(C=C)=O)C1 1-(3-(5-(5-methyl-1H-indazol-4-yl)benzofuran-2-yl)azetidin-1-yl)prop-2-en-1-one